[Si](C)(C)(C(C)(C)C)OCC=1C=NC2=CC=CC=C2N1 3-(((tert-butyldimethylsilyl)oxy)methyl)quinoxaline